FC([C@@H]1[C@H](C1)C=1C=2N(N=C(C1)C=1C=NC=NC1)C(=CN2)F)F 5-(8-((1S,2S)-2-(difluoromethyl)cyclopropyl)-3-fluoroimidazo[1,2-b]pyridazin-6-yl)pyrimidine